ClC=1C(=NC=CC1)N1NC(CC1)=O 1-(3-chloropyridin-2-yl)-3-pyrazolidinone